(2R)-2-[2-(3-Cyclopropylisoxazol-4-yl)-1,3-oxazol-4-yl]-N-[(dimethylamino)methylene]-1,1-difluoro-6-azaspiro[2.5]octane-6-sulfonamide C1(CC1)C1=NOC=C1C=1OC=C(N1)[C@@H]1C(C12CCN(CC2)S(=O)(=O)N=CN(C)C)(F)F